ClC1=CC=NC2=CC=C(C=C12)CC(=O)N1CCC(CC1)N1C(NC2=C1C(=CC=C2)C(F)(F)F)=O (1-(2-(4-chloroquinolin-6-yl)acetyl)piperidin-4-yl)-7-(trifluoromethyl)-1,3-dihydro-2H-benzo[d]imidazol-2-one